FC1=C(C(=C(C(=C1F)F)F)F)CSSCC1=C(C(=C(C(=C1F)F)F)F)F bis[(perfluorophenyl) methyl] disulfide